2-((Z)-((R)-4-propyldihydrofuran-2(3H)-ylidene)amino)butanamide C(CC)[C@@H]1C/C(/OC1)=N/C(C(=O)N)CC